3-Bromo-N-(4-cyano-3-(trifluoromethyl)phenyl)propanamide BrCCC(=O)NC1=CC(=C(C=C1)C#N)C(F)(F)F